5-((methylthio)methyl)pyridin-3-amine CSCC=1C=C(C=NC1)N